C(C)(C)(C)OC(=O)N1CC(OCC1)CCOCCOCCOC=1C=C2C(N(C(C2=CC1)=O)C1C(NC(CC1)=O)=O)=O 2-[2-[2-[2-[2-(2,6-dioxo-3-piperidinyl)-1,3-dioxo-isoindolin-5-yl]oxyethoxy]ethoxy]ethyl]morpholine-4-carboxylic acid tert-butyl ester